ClC=1C(=NC(=NC1)NC1=CC2=C(B(OC2)O)C=C1)S(=O)(=O)C 5-((5-chloro-4-(methylsulfonyl)pyrimidin-2-yl)amino)benzo[c][1,2]oxaborol-1(3H)-ol